2-((4,5-dichloro-6-oxopyridazin-1(6H)-yl)methyl)-N,N,6-trimethylquinazoline-7-sulfonamide ClC=1C=NN(C(C1Cl)=O)CC1=NC2=CC(=C(C=C2C=N1)C)S(=O)(=O)N(C)C